4-(7,8-dimethoxy-4-oxo-4H-chromen-2-yl)benzamide COC1=CC=C2C(C=C(OC2=C1OC)C1=CC=C(C(=O)N)C=C1)=O